(9S,10S)-10-hydroxy-9-(phosphonooxy)stearic acid O[C@H]([C@H](CCCCCCCC(=O)O)OP(=O)(O)O)CCCCCCCC